2-((tert-Butyldimethylsilanyloxy)ethyl)-2-methylpyrrolidine [Si](C)(C)(C(C)(C)C)OCCC1(NCCC1)C